O[C@@H]1[C@@H](O)[C@H](O)[C@H](O1)[C@@H](O)C beta-L-fucfuranose